5-(4-methoxy-1,3-benzoxazol-2-yl)-1-(2-methylpropyl)-1,2,3-benzotriazole COC1=CC=CC2=C1N=C(O2)C2=CC1=C(N(N=N1)CC(C)C)C=C2